ethyl 2-[2-(cyclopropylmethyl)-5-[3-(3-fluorophenyl) phenyl]-1-[(4-sulfamoylphenyl) methyl] pyrrol-3-yl]-5-methyl-thiazole-4-carboxylate C1(CC1)CC=1N(C(=CC1C=1SC(=C(N1)C(=O)OCC)C)C1=CC(=CC=C1)C1=CC(=CC=C1)F)CC1=CC=C(C=C1)S(N)(=O)=O